O=C1N(C(CN1C1=CC=C(C=C1)C(F)(F)F)=O)CC1=CC(=C(OC(C(=O)O)(C)C)C=C1)Cl 2-(4-((2,5-Dioxo-3-(4-(trifluoromethyl)phenyl)imidazolin-1-yl)methyl)-2-chlorophenoxy)-2-methylpropionic acid